O1C(CCC1)C1=CC(=NN1)C1=C(C2=CC=CC=C2C=C1)O 2-(5-(tetrahydrofuran-2-yl)-1H-pyrazol-3-yl)naphthalen-1-ol